N-(3-methyl-4-(4-(4-methylpiperazin-1-yl)piperidin-1-yl)phenyl)-4-(3-phenylisoxazolidine-2-yl)-5-(trifluoromethyl)pyrimidin-2-amine CC=1C=C(C=CC1N1CCC(CC1)N1CCN(CC1)C)NC1=NC=C(C(=N1)N1OCCC1C1=CC=CC=C1)C(F)(F)F